2-(cyclopentyl(methyl)amino)-N-(4,5-dimethylthiazol-2-yl)-5-(morpholinosulfonyl)benzamide C1(CCCC1)N(C1=C(C(=O)NC=2SC(=C(N2)C)C)C=C(C=C1)S(=O)(=O)N1CCOCC1)C